C(C)C(COCC(CCCC)CC)CCCC 2-ethylhexyl oxide